methyl (1S,3S,5R)-5-((2-acetamidoethoxy)methyl)-2-((4-phenoxybenzoyl)glycyl)-2-azabicyclo[3.1.0]hexane-3-carboxylate C(C)(=O)NCCOC[C@@]12C[C@H](N([C@H]2C1)C(CNC(C1=CC=C(C=C1)OC1=CC=CC=C1)=O)=O)C(=O)OC